N-(4-methoxybenzyl)-N-methylprop-2-ene-1-sulfonamide COC1=CC=C(CN(S(=O)(=O)CC=C)C)C=C1